C(CCCCC(=O)OCC1(COC(OC1)(C)C)COC(CCCCC(=O)OCC\C=C/CCCCC)=O)(=O)OCC\C=C/CCCCC O6-[[2,2-dimethyl-5-[[6-[(Z)-non-3-enoxy]-6-oxo-hexanoyl]oxymethyl]-1,3-dioxan-5-yl]methyl] O1-[(Z)-non-3-enyl] hexanedioate